2-((4-chloro-3-nitrophenyl)sulfonamido)benzoic acid ClC1=C(C=C(C=C1)S(=O)(=O)NC1=C(C(=O)O)C=CC=C1)[N+](=O)[O-]